CC12C=CC(CC1=C)C2 methyl-6-methylenenorbornene